COC(CS(NC1=CC(=C(C=C1)N1N=CC(=C1)C1=NC(=NC(=C1)C)N1CC2C(C2C1)(F)F)N1CCC2(CC2)CC1)(=O)=O)=O 2-(N-(4-(4-(2-(6,6-difluoro-3-azabicyclo[3.1.0]hexan-3-yl)-6-methylpyrimidin-4-yl)-1H-pyrazol-1-yl)-3-(6-azaspiro[2.5]octane-6-yl)phenyl)sulfamoyl)acetic acid methyl ester